C(C)N[SiH](C)C(C)(C)C ethylamino-t-butylmethylsilane